2,2-difluoro-N-[rac-(2R,3S)-1-[1-(4-fluorophenyl)pyrazolo[3,4-b]pyridin-5-yl]-5-oxo-2-phenylpyrrolidin-3-yl]propanamide FC(C(=O)N[C@@H]1[C@H](N(C(C1)=O)C=1C=C2C(=NC1)N(N=C2)C2=CC=C(C=C2)F)C2=CC=CC=C2)(C)F |r|